FC(C(=O)[O-])(F)F.O[C@H]1[C@@H](O[C@@H]([C@H]1O)COC(CCC(=O)OC)=O)[N+]1=CC=CC=C1 1-((2R,3R,4S,5R)-3,4-dihydroxy-5-(((4-methoxy-4-oxobutanoyl)oxy)methyl)tetrahydrofuran-2-yl)pyridin-1-ium trifluoroacetate